C1(CC1)N(C1=CC=C(N=N1)C=1C=C2C(N(C=NC2=CC1O)C)=O)C1C([C@@H]2CCC[C@H](C1)N2)F 6-(6-(cyclopropyl((1S,5R)-2-fluoro-9-azabicyclo[3.3.1]nonan-3-yl)amino)pyridazin-3-yl)-7-hydroxy-3-methylquinazolin-4(3H)-one